5-carboxymethylaminomethyl-2'-methyluridine C(=O)(O)CNCC=1C(NC(N([C@H]2[C@](O)([C@H](O)[C@@H](CO)O2)C)C1)=O)=O